FC(COIOCC(F)(F)F)(F)F bis(trifluoroethoxy)iodine